C(C1=CC=CC=C1)N1C[C@@H](OC[C@@H]1C)COC (2R,5S)-4-benzyl-2-(methoxymethyl)-5-methylmorpholine